ClC1=NC=2N(C(=C1)NCC1=CC=C(C=C1)C1=NC=C(C=C1)F)N=CC2C2CC2 5-Chloro-3-cyclopropyl-N-(4-(5-fluoropyridin-2-yl)benzyl)pyrazolo[1,5-a]pyrimidin-7-amine